2,3-dihydro-5-methoxy-2-[(3,4-dimethylphenyl)methylene]-1H-indenone COC=1C=C2CC(C(C2=CC1)=O)=CC1=CC(=C(C=C1)C)C